F[C@@H]1C[C@H](N(C1)C(CNC1(COC1)C)=O)C(=O)N[C@H](C1=CC=C(C=C1)C(C)C)C1=CC=CC=C1 (2S,4R)-4-fluoro-1-{2-[(3-methyloxetan-3-yl)amino]acetyl}-N-[(S)-phenyl[4-(propan-2-yl)phenyl]methyl]pyrrolidine-2-carboxamide